N-(4-(3-((diethylamino)methyl)imidazo[1,2-a]pyridin-2-yl)phenyl)-2-(6,7-dimethoxy-3,4-dihydroisoquinolin-2(1H)-yl)acetamide C(C)N(CC)CC1=C(N=C2N1C=CC=C2)C2=CC=C(C=C2)NC(CN2CC1=CC(=C(C=C1CC2)OC)OC)=O